dichloro(methyl)octadecylsilane Cl[Si](CCCCCCCCCCCCCCCCCC)(C)Cl